C(#N)C=1C=CC(=NC1S(=O)(=O)C)C(=O)NCCC(=O)ON1C(CCC1=O)=O 2,5-dioxopyrrolidin-1-yl 3-(5-cyano-6-(methylsulfonyl)picolinamido)propanoate